ClC1=CC=C(C=N1)NC1=NC=CC2=CC(=CC=C12)OCC1(COCC1)F N-(6-chloropyridin-3-yl)-6-((3-fluorotetrahydrofuran-3-yl)methoxy)isoquinolin-1-amine